S1[As](SCC1)C=1C=CC(=C(C1)NC(COCCOCCOCCOCCNC(CCCC[C@H]1SCC2NC(NC21)=O)=O)=O)OC N-(5-(1,3,2-dithiarsolan-2-yl)-2-methoxyphenyl)-14-(5-((4R)-2-oxohexa-hydro-1H-thieno[3,4-d]imidazol-4-yl)pentanamido)-3,6,9,12-tetraoxatetradecanamide